ClC1=CN=C2C(=N1)NC(=C2)C2=NC(=CC=C2)OCC 3-chloro-6-(6-ethoxypyridin-2-yl)-5H-pyrrolo[2,3-b]pyrazine